COC1=CC(=CC(=C1O)C2=C(C(=CC(=C2)C=O)OC)O)C=O Divanillin